1-methyl-3-hydroxymethyl-tetrahydro-β-carboline CC1NC(CC=2C3=CC=CC=C3NC12)CO